N-isobutyl-2-((7-(4,4,5,5-tetramethyl-1,3,2-dioxaborolan-2-yl)naphthalen-2-yl)oxy)acetamide C(C(C)C)NC(COC1=CC2=CC(=CC=C2C=C1)B1OC(C(O1)(C)C)(C)C)=O